The molecule is a N-acyl-L-glutamic acid and a N-formyl amino acid. It has a role as a mouse metabolite. It is a conjugate acid of a N-formyl-L-glutamate(2-). C(CC(=O)O)[C@@H](C(=O)O)NC=O